6-(4-chlorophenyl)-2-(5-fluoropyridin-3-yl)-N-(1-hydroxy-3-methoxypropan-2-yl)-3-oxo-2,3-dihydropyridazine-4-carboxamide ClC1=CC=C(C=C1)C=1C=C(C(N(N1)C=1C=NC=C(C1)F)=O)C(=O)NC(CO)COC